sodium (7-oxo-3-[3-(morpholine-4-carbonyl)pyrazol-1-yl]-1,6-diazabicyclo[3.2.1]oct-3-en-6-yl) sulfate S(=O)(=O)(ON1C2C=C(CN(C1=O)C2)N2N=C(C=C2)C(=O)N2CCOCC2)[O-].[Na+]